NC(CC[C@@H]1N(C[C@@H](N(C[C@@H](N(C[C@@H](N(C1)CC(=O)O)CCC(N)=O)CC(=O)O)CCC(N)=O)CC(=O)O)CCC(N)=O)CC(=O)O)=O 2,2',2'',2'''-((2S,5S,8S,11S)-2,5,8,11-tetrakis(3-amino-3-oxopropyl)-1,4,7,10-tetraazacyclododecane-1,4,7,10-tetrayl)tetraacetic acid